4-chloro-N-(pyridin-3-yl)pyrimidine-2-carboxamide ClC1=NC(=NC=C1)C(=O)NC=1C=NC=CC1